(3s,4s)-3-METHYL-4-VINYLDIHYDROFURAN-2(3H)-ONE C[C@@H]1C(OC[C@H]1C=C)=O